C(\C=C\C=C\C)(=O)[O-].[K+].C=O formaldehyde potassium sorbate